1-(4-(1,4-dimethyl-1H-pyrazol-5-yl)-5-fluoropyrimidin-2-yl)piperidine-4-carbonyl chloride CN1N=CC(=C1C1=NC(=NC=C1F)N1CCC(CC1)C(=O)Cl)C